1-(triethoxysilylmethyl)hexahydro-1,3-diazin-4-one C(C)O[Si](OCC)(OCC)CN1CNC(CC1)=O